CN1CCCCC1 (1R,5S,6s)-(1-methylpiperidin)